Cl.NC(C(=O)OCCC(C)(C)C)(C)C 3,3-dimethylbutyl 2-amino-2-methyl-propionate hydrochloride